N-(tert-butoxycarbonyl)-D-alanyl-N-{2-[4-(acetylamino)phenyl]-3-fluoro-1H-indol-5-yl}-L-prolinamide C(C)(C)(C)OC(=O)N[C@H](C)C(=O)N1[C@@H](CCC1)C(=O)NC=1C=C2C(=C(NC2=CC1)C1=CC=C(C=C1)NC(C)=O)F